4-phenyl-3-(4,4,5,5-tetramethyl-1,3,2-dioxaborolan-2-yl)pyridine C1(=CC=CC=C1)C1=C(C=NC=C1)B1OC(C(O1)(C)C)(C)C